C1CCC12NCCNCC2 5,8-Diazaspiro[3.6]decane